ClC1=C(C(=CC(=N1)N1C[C@H](O[C@H](C1)C)C)C)C (cis)-4-(6-chloro-4,5-dimethylpyridin-2-yl)-2,6-dimethylmorpholine